2-(1-ethoxyvinyl)-4-((4-(2-(4-(piperidin-3-oxy)phenyl)propan-2-yl)phenoxy)methyl)pyrimidine C(C)OC(=C)C1=NC=CC(=N1)COC1=CC=C(C=C1)C(C)(C)C1=CC=C(C=C1)OC1CNCCC1